C(CCC)SCSC=1C(=NC=C(C1C(F)(F)F)C#N)C=1C=NC=CC1 (((butylthio)methyl)thio)-4-(trifluoromethyl)-[2,3'-bipyridine]-5-carbonitrile